COC(CCCCCCCNC(CCC(CCN1C[C@@H]([C@@H](CC1)NC(C1=C(C=C(C(=C1)Cl)N)OC)=O)OC)C)=O)=O 8-(6-((3S,4R)-4-(4-amino-5-chloro-2-methoxybenzamido)-3-methoxypiperidin-1-yl)-4-methylhexanamido)octanoic acid methyl ester